CC1(CN(C1)C1=NC=CC=C1)C(=O)O 3-methyl-1-(pyridin-2-yl)azetidine-3-carboxylic acid